(3-ethyl-8-fluoro-2-oxo-1,2-dihydro-1,6-naphthyridin-7-yl)methylsulfonic acid methyl ester COS(=O)(=O)CC1=NC=C2C=C(C(NC2=C1F)=O)CC